5-amino-2-(hydroxymethyl)tetrahydro-2H-pyran-3,4-diol hydrochloride Cl.NC1C(C(C(OC1)CO)O)O